C(#N)C1=CC=2N(N=C1)C(=CC2)C2=CC(=C(C=N2)C2=NN=C(S2)N2C[C@H]1CC[C@@H](C2)C1NC(=O)C1CN(C1)C)NC(C)C N-((1R,5S,8s)-3-(5-(6-(3-cyano-pyrrolo[1,2-b]pyridazin-7-yl)-4-(isopropylamino)pyridin-3-yl)-1,3,4-thiadiazol-2-yl)-3-azabicyclo[3.2.1]octan-8-yl)-1-methylazetidine-3-carboxamide